(R)-2-allyl-1-[7-ethyl-7-hydroxy-5,6-dihydrocyclopenta[b]pyridine-2-yl]-6-methylsulfonyl-pyrazolo[3,4-d]pyrimidin-3-one C(C=C)N1N(C2=NC(=NC=C2C1=O)S(=O)(=O)C)C1=CC=C2C(=N1)[C@@](CC2)(O)CC